(S)-2-(2,2-dimethyl-1,3-dioxolan-4-yl)-N,N-dimethylethane-1-amine CC1(OC[C@@H](O1)CCN(C)C)C